S1C(=NC2=C1C=CC=C2)N2C[C@H](CCC2)CN2[C@@H]([C@H]([C@@H]([C@H](C2)O)O)O)CO (2R,3R,4R,5S)-1-(((R)-1-(benzo[d]thiazol-2-yl)piperidin-3-yl)methyl)-2-(hydroxymethyl)piperidine-3,4,5-triol